diethyl (8R,9S)-8-hydroxy-9-methoxy-2,2,15,15-tetramethylhexadecanedioate O[C@H](CCCCCC(C(=O)OCC)(C)C)[C@H](CCCCCC(C(=O)OCC)(C)C)OC